C1(CCCC1)N1C(N(C=2C=NC(=CC21)NC2=C(C=C(C=C2)O)C)C)=O 1-Cyclopentyl-6-((4-hydroxy-2-methylphenyl)amino)-3-methyl-1,3-dihydro-2H-imidazo[4,5-c]pyridin-2-one